COC=1C(=CC2=C(N(C(O2)=O)C)C1)B1OC(C(O1)(C)C)(C)C 5-methoxy-3-methyl-6-(tetramethyl-1,3,2-dioxaborolan-2-yl)-2,3-dihydro-1,3-benzoxazol-2-one